2-[4-[4-[(2,6-dioxo-3-piperidyl)amino]-3-phenoxy-phenyl]-1-piperidyl]-N-[2-[[8-fluoro-6-hydroxy-7-(1,1,4-trioxo-1,2,5-thiadiazolidin-2-yl)-2-naphthyl]oxy]ethyl]acetamide O=C1NC(CCC1NC1=C(C=C(C=C1)C1CCN(CC1)CC(=O)NCCOC1=CC2=C(C(=C(C=C2C=C1)O)N1S(NC(C1)=O)(=O)=O)F)OC1=CC=CC=C1)=O